BrCCCCOC1=CC=C(C=C1)C=1OC=2C3=C(C=CC2C(C1O)=O)OC(O3)(C3=CC=CC=C3)C3=CC=CC=C3 8-(4-(4-Bromobutoxy)phenyl)-7-hydroxy-2,2-diphenyl-6H-[1,3]dioxolo[4,5-h]chromen-6-one